CN1C(C2=C(C=C1)C=CN2S(=O)(=O)C2=CC=C(C)C=C2)=O 6-methyl-1-tosyl-1,6-dihydro-7H-pyrrolo[2,3-c]pyridin-7-one